p-acetoxybenzenepropionic acid C(C)(=O)OC1=CC=C(C=C1)CCC(=O)O